Dibromoneopentyl glycol C(C(CO)(CBr)CBr)O